OC1CCC(CC1)CC(=O)OC1=C(C(=C(C(=C1F)F)F)F)F perfluorophenyl 2-((1r,4r)-4-hydroxycyclohexyl)acetate